(E)-6-chloro-3-(pyridin-4-ylmethylene)indol-2-one ClC1=CC=C2\C(\C(NC2=C1)=O)=C/C1=CC=NC=C1